2,5-bis(2,6-bis(trifluoro-methyl)pyridin-4-yl)-1H-pyrrole FC(C1=NC(=CC(=C1)C=1NC(=CC1)C1=CC(=NC(=C1)C(F)(F)F)C(F)(F)F)C(F)(F)F)(F)F